BrC=1N=NC(=C(C1C1=NOC[C@H](N1)C1=C(SC(=C1)C)C)C)C |r| (5RS)-3-(3-bromo-5,6-dimethylpyridazin-4-yl)-5-(2,5-dimethyl-3-thienyl)-5,6-dihydro-4H-1,2,4-oxadiazine